(2R)-1,1,1-Trifluoro-2-((5S)-5-methyl-9-(4-(((tetrahydro-2H-pyran-2-yl)oxy)methyl)-2-oxabicyclo[2.2.2]octan-1-yl)-5,6-dihydroimidazo[1,5-a]pyrazolo[5,1-c]pyrazin-3-yl)propan-2-ol FC([C@](C)(O)C1=NC=C2N1[C@H](CN1C2=CC(=N1)C12OCC(CC1)(CC2)COC2OCCCC2)C)(F)F